5-(cyclopropylmethoxy)benzo[d]oxazole C1(CC1)COC=1C=CC2=C(N=CO2)C1